5-(4-tert-butylphenyl)-4-phenyl-4H-1,2,4-triazine C(C)(C)(C)C1=CC=C(C=C1)C=1N(CN=NC1)C1=CC=CC=C1